ClC1=C(OCC=O)C=CC(=C1)[N+](=O)[O-] 2-(2-chloro-4-nitrophenoxy)ethan-1-one